C(C)(C)(C)[C@@]1(CCCC12CCNCC2)N tert-butyl-(R)-8-azaspiro[4.5]decan-1-amine